F[C@@H]([C@]1(CN(CC1)C(C)(C)C=1C=NC(=CC1)C)CCC=1SC(=CC1)F)NC(OC1=CC=CC=C1)=O |o1:2| phenyl ((S)-fluoro((R or S)-3-(2-(5-fluorothiophen-2-yl)ethyl)-1-(2-(6-methylpyridin-3-yl)propan-2-yl)pyrrolidin-3-yl)methyl)carbamate